1-(3-isothiocyanato-5-(trifluoromethyl)benzyl)-3-methoxyazetidine N(=C=S)C=1C=C(CN2CC(C2)OC)C=C(C1)C(F)(F)F